ClC1=C(C=CC(=C1)CNCCC(=O)NCCCNC1=C2C=NNC2=CC(=C1)C=1C=NC=NC1)C1=CC=CC=C1 3-(((2-chloro-[1,1'-biphenyl]-4-yl)methyl)amino)-N-(3-((6-(pyrimidin-5-yl)-1H-indazol-4-yl)amino)propyl)propanamide